C(C)N1N=C2C(=NNC(C2=C1)=O)CO 2-ethyl-7-(hydroxymethyl)-5H-pyrazolo[3,4-d]pyridazin-4-one